C[Hf](C1C=CC=C1)(C1C=CC=C1)C dimethylbis(cyclopentadienyl)hafnium (IV)